(S)-4-(1-hydroxy-3-methylbutyl)benzoic acid methyl ester COC(C1=CC=C(C=C1)[C@H](CC(C)C)O)=O